C(C)(=O)NC1=NNC(C1)=O 3-acetylamino-5-pyrazolone